NN1C(C(CC1)CO[Si](C)(C)C(C)(C)C)=O amino-3-(((tert-butyldimethylsilyl)oxy)methyl)pyrrolidin-2-one